2-(4-cyclopropyl-6-methoxypyrimidin-5-yl)-4-methyl-6-(trimethyl-stannyl)pyrido[2,3-d]pyrimidin-7-one C1(CC1)C1=NC=NC(=C1C=1N=C(C=2C(N1)=NC(C(C2)[Sn](C)(C)C)=O)C)OC